C(C)(C)(C)OC(NCCNCC=1C=C2C(N(C(C2=CC1OC1=CC(=CC=C1)C#N)=O)C=1C(=C(C=CC1)C1=CC=CC=C1)C)=O)=O tert-Butyl(2-(((6-((3-cyanophenyl)oxy)-2-(2-methyl[1,1'-biphenyl]-3-yl)-1,3-Dioxoisoindolin-5-yl)methyl)amino)ethyl)carbamate